C1(CC1)C1=NC(=CC(=C1)C1=NN(C=N1)/C=C(/C(=O)O)\C=1C=NC=NC1)C(F)(F)F (2E)-3-{3-[2-cyclopropyl-6-(trifluoromethyl)pyridin-4-yl]-1,2,4-triazol-1-yl}-2-(pyrimidin-5-yl)prop-2-enoic acid